(E)-9-Tricosene CCCCCCCC\C=C\CCCCCCCCCCCCC